[Zn].[Pb].[Cd] cadmium-lead-zinc